BrC=1C(=NC=CC1)CCNC(OC(C)(C)C)=O tert-butyl (2-(3-bromopyridin-2-yl)ethyl)carbamate